1-(1-(4-penten-1-yl)-1H-indol-3-yl)ethan-1-one C(CCC=C)N1C=C(C2=CC=CC=C12)C(C)=O